C(C)(C)(C)OC(=O)N1C[C@@H](N(CC1)C=1C2=C(N=CN1)N(C=C2Br)C2=CC(=C(C(=C2)F)C)F)C (S)-4-(5-bromo-7-(3,5-difluoro-4-methylphenyl)-7H-pyrrolo[2,3-d]pyrimidin-4-yl)-3-methylpiperazine-1-carboxylic acid tert-butyl ester